6-chloro-2-iodo-9-β-D-ribofuranosyl-9H-purine ClC1=C2N=CN(C2=NC(=N1)I)[C@H]1[C@H](O)[C@H](O)[C@H](O1)CO